tert-butyl N-[(2R)-3-(allyloxycarbonylamino)-2-hydroxy-propyl]-N-[(2R)-3-(tert-butoxycarbonylamino)-2-hydroxy-propyl]carbamate C(C=C)OC(=O)NC[C@H](CN(C(OC(C)(C)C)=O)C[C@@H](CNC(=O)OC(C)(C)C)O)O